C1(CC1)C=1N=C(C2=C(N1)OC(=C2C(=O)NCC2=NC=NC(=C2)OC)C)NC2(CC2)C cyclopropyl-N-[(6-methoxypyrimidin-4-yl)methyl]-6-methyl-4-[(1-methylcyclopropyl)amino]furo[2,3-d]pyrimidine-5-carboxamide